C(C)(C)OC=1C=CC2=C(SC=C2)C1C#N 6-isopropoxybenzo[b]thiophene-7-carbonitrile